1-(4-(2-(4-(Benzo[b]thiophen-4-yl)piperazin-1-yl)ethyl)-2-fluorocyclohexyl)-3-ethylurea S1C2=C(C=C1)C(=CC=C2)N2CCN(CC2)CCC2CC(C(CC2)NC(=O)NCC)F